Cl.ClC1=CN=C(C(=N1)N1CCC(CCC1)(F)F)I 1-(6-chloro-3-iodopyrazin-2-yl)-4,4-difluoroazepan hydrochloride